N-acetyl-S-((4-methylbenzyl)thio)-L-cysteine C(C)(=O)N[C@@H](CSSCC1=CC=C(C=C1)C)C(=O)O